FC=1C(=C(C=CC1F)[C@H]1[C@@H](O[C@]([C@H]1C)(C(F)(F)F)C)C(=O)NC=1C=NC(=CC1)[C@H]1OC(O[C@@H]1C)(C)C)OC |o1:8,9,11,12| rel-(2R*,3S*,4S*,5R*)-3-(3,4-difluoro-2-methoxyphenyl)-4,5-dimethyl-5-(trifluoromethyl)-N-(6-((4R,5R)-2,2,5-trimethyl-1,3-dioxolan-4-yl)pyridin-3-yl)tetrahydrofuran-2-carboxamide